FC(CCC(=O)N[C@H](C(=O)N[C@@H]1C(N(C2=C(C3=C1C=CC=C3)C=CC=N2)CCO)=O)C)(F)F 4,4,4-trifluoro-N-[(2S)-1-[[(7S)-5-(2-hydroxyethyl)-6-oxo-7H-pyrido[2,3-d][3]benzazepin-7-yl]amino]-1-oxopropan-2-yl]butanamide